4-((tert-butylsulfinyl)amino)-4-(5-chloro-2-(1-methyl-1H-pyrazol-4-yl)phenyl)-2-methylenebutanoate C(C)(C)(C)S(=O)NC(CC(C(=O)[O-])=C)C1=C(C=CC(=C1)Cl)C=1C=NN(C1)C